FC=1C=C(C=NC1)N1[C@H](CNCC1)C (2S)-1-(5-fluoro-3-pyridyl)-2-methyl-piperazine